FC1C2CCC(C1)N2C(=O)OC(C)(C)C tert-butyl 2-fluoro-7-azabicyclo[2.2.1]heptane-7-carboxylate